ClC1=C(C(=O)N2COC3=C(C2)C=CC=C3C3=CC(=C(C(=O)O)C=C3F)N3C2COCC3CC2)C(=CC(=C1)N1CC2=NN(C=C2C1)C)Cl 4-[3-[2,6-Dichloro-4-(2-methyl-4,6-dihydropyrrolo[3,4-c]pyrazol-5-yl)benzoyl]-2,4-dihydro-1,3-benzoxazin-8-yl]-5-fluoro-2-(3-oxa-8-azabicyclo[3.2.1]octan-8-yl)benzoic acid